C(C)OC(\C=C\C=1C=C2C(N(C(=NC2=CC1F)CC)C1=C(C=CC=C1)CC)=O)=O.CC1=C(N=CC(=N1)C(=O)N)N1C(CC1)CCC 6-methyl-5-(2-propylazetidin-1-yl)pyrazine-2-carboxamide (E)-ethyl-3-(2-ethyl-3-(2-ethylphenyl)-7-fluoro-4-oxo-3,4-dihydroquinazolin-6-yl)acrylate